FC1=C(C(=O)NC2=CC3=C(C=N2)C=C(N3COCC[Si](C)(C)C)CN3[C@H](CCC3)C)C=CC(=C1)C1=NC=C(C=N1)C 2-fluoro-4-(5-methylpyrimidin-2-yl)-N-(2-[[(2S)-2-methylpyrrolidin-1-yl]methyl]-1-[[2-(trimethylsilyl)ethoxy]methyl]pyrrolo[3,2-c]pyridin-6-yl)benzamide